5-(2-(((6-(4-methylpiperazin-1-yl)pyridin-3-yl)methyl)amino)-7H-pyrrolo[2,3-d]pyrimidin-5-yl)-N-(1-methylpiperidin-4-yl)pyrazolo[1,5-a]pyridine-3-carboxamide CN1CCN(CC1)C1=CC=C(C=N1)CNC=1N=CC2=C(N1)NC=C2C2=CC=1N(C=C2)N=CC1C(=O)NC1CCN(CC1)C